(S)-3-cyano-N-(1-(4-(trifluoromethyl)phenyl)ethyl)but-3-enamide C(#N)C(CC(=O)N[C@@H](C)C1=CC=C(C=C1)C(F)(F)F)=C